C(CCCCCCCCCCCCCCC)(=O)OC[C@@H](OC(C)=O)COP(=O)([O-])OCC[N+](C)(C)C 1-hexadecanoyl-2-acetyl-sn-glycero-3-phosphocholine